oleyliodide C(CCCCCCC\C=C/CCCCCCCC)I